3,8-bis(4-aminophenyl)pyrene tert-butyl-(4-aminobutyl)(methyl)carbamate C(C)(C)(C)OC(N(C)CCCCN)=O.NC1=CC=C(C=C1)C=1C=CC2=CC=C3C(=CC=C4C=CC1C2=C43)C4=CC=C(C=C4)N